CC1=CC(=NN1)NC1=C2C(=NC(=N1)NC1CC3CCC(C1)N3CCC#N)NN=C2 3-((3-Exo)-3-((4-((5-methyl-1H-pyrazol-3-yl)amino)-1H-pyrazolo[3,4-d]pyrimidin-6-yl)amino)-8-azabicyclo[3.2.1]oct-8-yl)propionitrile